sodium hexadecane sulfate S(=O)(=O)([O-])[O-].CCCCCCCCCCCCCCCC.[Na+].[Na+]